C(CC)OC1=NC=CC=C1B1OC(C(O1)(C)C)(C)C 2-Propoxy-3-(4,4,5,5-tetramethyl-1,3,2-dioxaborolan-2-yl)pyridine